ethyl 2-(3-(2-fluoro-5-(trifluoromethoxy)phenyl)-2,3,4,5-tetrahydro-1H-benzo[d]azepin-7-yl)cyclopropanecarboxylate FC1=C(C=C(C=C1)OC(F)(F)F)N1CCC2=C(CC1)C=C(C=C2)C2C(C2)C(=O)OCC